C1(=CC=CC=C1)P(C(C1=C(C=C(C=C1C)C)C)=O)(C1=CC=CC=C1)=O Diphenyl-2,4,6-trimethyl-benzoyl-phosphin oxid